CC(CS(=O)(=O)N1CC2(C1)CNC2)(C)C 2-(2,2-dimethylpropyl-sulfonyl)-2,6-diazaspiro[3.3]heptane